3-(2,2,2-trifluoroethyl)-2,5-dihydropyrrole-1-carboxamide FC(CC=1CN(CC1)C(=O)N)(F)F